COC(C1=CC(=C(C=C1)Br)CN1C=CC=C1)=O 3-((1H-pyrrol-1-yl)methyl)-4-bromobenzoic acid methyl ester